N1(N=CC=C1)CCCN(C1=C(C=CC=C1)NS(=O)(=O)C1=CC=C(C=C1)S(=O)(=O)N(C)C)C N1-(2-((3-(1H-pyrazol-1-yl)propyl)(methyl)amino)phenyl)-N4,N4-dimethylbenzene-1,4-disulfonamide